methyl N-tert-butyl-piperazine-2-carboxylate C(C)(C)(C)N1C(CNCC1)C(=O)OC